3-((2-chlorophenyl)amino)-5-(trifluoromethyl)thiophene-2-carboxylic acid methyl ester COC(=O)C=1SC(=CC1NC1=C(C=CC=C1)Cl)C(F)(F)F